FC(C(=O)NC1=CC(=CC=C1)CNC1=CC(=NC=2N1N=CC2C(C)C)C2CCNCC2)=C 2-fluoro-N-(3-(((3-isopropyl-5-(Piperidin-4-yl)pyrazolo[1,5-a]pyrimidin-7-yl)amino)methyl)phenyl)acrylamide